BrC1=C(C2=CC=CC(=C2C=C1)N1N=CC=C1)O 2-bromo-5-(1H-pyrazol-1-yl)naphthalen-1-ol